tert-butyl (5S)-3-(1-hydroxyethyl)-5-methyl-5,6-dihydroimidazo[1,5-a]pyrazine-7(8H)-carboxylate OC(C)C1=NC=C2N1[C@H](CN(C2)C(=O)OC(C)(C)C)C